7-(2-chloro-5-pyridinyl)-2-azabicyclo[2.2.2]oct-5-ene ClC1=NC=C(C=C1)C1C2NCC(C=C2)C1